C1(C(CC2=CC=CC=C12)O)O 2,3-dihydro-1H-indene-1,2-diol